ClC=1C=C(C=CC1)NC(C=C)=O N-(m-chlorophenyl)acrylamide